C(C1=CC=CC=C1)N1C2=C(SCC1)C=CC(=C2)C(CC(=O)O)NS(=O)C(C)(C)C 3-(4-benzyl-3,4-dihydro-2H-benzo[b][1,4]thiazin-6-yl)-3-((tert-butylsulfinyl)amino)propionic acid